Methyl 3-iodothieno[3,2-b]thiophene-2-carboxylate IC=1C2=C(SC1C(=O)OC)C=CS2